Diethylhexyl-Sulfosuccinat C(C)C(C(C(=O)[O-])(S(=O)(=O)O)CCCCCC)(C(=O)[O-])CC